(+/-)-(1r,5s,6r)-3-(3-chlorophenyl)-2-methyl-3-azabicyclo[3.1.0]hexane-6-carboxylic acid ClC=1C=C(C=CC1)N1[C@@H]([C@H]2[C@@H]([C@H]2C1)C(=O)O)C |&1:8|